ClC=1C=C(C=CC1F)NC(=O)N[C@H](CCO)C1=CN=C(C2=CC=CC=C12)OC (R)-1-(3-chloro-4-fluorophenyl)-3-(3-hydroxy-1-(1-methoxyisoquinolin-4-yl)propyl)urea